C(C)(C)(C)OC(=O)N1CCC2(CC1)CCC(CC2)CN2CCNCC2 9-(piperazin-1-ylmethyl)-3-azaspiro[5.5]undecane-3-carboxylic acid tert-butyl ester